BrC=1C=C2C(=NC1)CC=1C2=NN(C1)C 7-Bromo-2-methyl-2,4-dihydropyrazolo[3',4':3,4]cyclopenta[1,2-b]pyridine